4-(methylpropylamino)butyllithium CN(CCCC[Li])CCC